COC1C(N(CC1)C(=O)[O-])C(=O)[O-] 3-methoxypyrrolidine-1,2-dicarboxylate